4-((7-(1-(4-(2-((2-(2,6-dioxopiperidin-3-yl)-1,3-dioxoisoindolin-4-yl)oxy)acetamido)butyl)-1H-1,2,3-triazol-4-yl)-2-phenylimidazo[1,2-a]pyridin-3-yl)amino)benzoic acid O=C1NC(CCC1N1C(C2=CC=CC(=C2C1=O)OCC(=O)NCCCCN1N=NC(=C1)C1=CC=2N(C=C1)C(=C(N2)C2=CC=CC=C2)NC2=CC=C(C(=O)O)C=C2)=O)=O